ClC=1C=C2C(=NC1)C(=CO2)C2=CSC=C2 6-chloro-3-(thiophen-3-yl)furo[3,2-b]pyridine